C(C1=CC=CC=C1)(=O)N1C=CC2=CC=C(C=C12)N1N=C(C(C1=O)C(=O)NC1=CC(=CC=C1)C(CC)(F)F)C 1-(1-benzoylindol-6-yl)-N-[3-(1,1-difluoropropyl)phenyl]-3-methyl-5-oxo-4H-pyrazole-4-carboxamide